S1C(=NC2=C1C=CC=C2)CN2N=C(C=CC2=O)C2=NOC(=N2)C=2C=NC=C(C2)Cl 2-(benzo[d]thiazol-2-ylmeth-yl)-6-(5-(5-chloropyridin-3-yl)-1,2,4-oxadiazol-3-yl)-pyridazin-3(2H)-one